FC1(CCC(CC1)OC=1C=C(C2=C(OCCO2)C1)NC(=O)C1CNC(CC1)=O)F N-(7-((4,4-Difluorocyclohexyl)oxy)-2,3-dihydrobenzo[b][1,4]dioxin-5-yl)-6-oxopiperidine-3-carboxamide